(R)-(±)-2-(2-Chlorophenyl)-2-(methylamino)cyclohexan-1-on ClC1=C(C=CC=C1)[C@]1(C(CCCC1)=O)NC |r|